COCOC(C)C=1C=CC(=NC1)CCOC1=CC=C(C=C2C(NC(S2)=O)=O)C=C1 5-(4-{2-[5-(1-methoxymethoxy-ethyl)-pyridin-2-yl]-ethoxy}-benzylidene)-thiazolidine-2,4-dione